5-fluoro-2-(4-(((1s,3r)-3-hydroxycyclopentyl)amino)pyrido[3,4-d]pyridazin-1-yl)phenol FC=1C=CC(=C(C1)O)C1=C2C(=C(N=N1)N[C@@H]1C[C@@H](CC1)O)C=NC=C2